3-(5-(difluoromethyl)-1,3,4-thiadiazol-2-yl)-N-(1-methylcyclopropyl)-8-(4-(methylsulfinyl)piperidin-1-yl)imidazo[1,2-a]pyridine-6-sulfonamide FC(C1=NN=C(S1)C1=CN=C2N1C=C(C=C2N2CCC(CC2)S(=O)C)S(=O)(=O)NC2(CC2)C)F